glucose, potassium salt [K].O=C[C@H](O)[C@@H](O)[C@H](O)[C@H](O)CO